4-((2,5-dimethyl-4,5-dihydro-[1,2,4]triazolo[1,5-a]quinoxalin-6-yl)amino)-6-((2R)-2-fluorocyclopropane-1-carboxamido)-N-(methyl-d3)pyridazine-3-carboxamide CC1=NN2C(CN(C3=C(C=CC=C23)NC2=C(N=NC(=C2)NC(=O)C2[C@@H](C2)F)C(=O)NC([2H])([2H])[2H])C)=N1